(S)-N7-(3-Cyano-4-fluorophenyl)-6-methyl-N1-((R)-1,1,1-trifluoropropan-2-yl)-5,6-dihydroimidazo[1,5-a]pyrazine-1,7(8H)-dicarboxamide C(#N)C=1C=C(C=CC1F)NC(=O)N1CC=2N(C[C@@H]1C)C=NC2C(=O)N[C@@H](C(F)(F)F)C